FC(C(=O)N1CC(C1)C1=NN(C2=NC=CC(=C21)C=2N=CNC2)C2=CC=C(C=C2)OC(F)(F)F)=C 2-fluoro-1-[3-[4-(1H-imidazol-4-yl)-1-[4-(trifluoromethoxy)phenyl]pyrazolo[3,4-b]pyridin-3-yl]azetidin-1-yl]prop-2-en-1-one